Benzyl (((E)-5-(((((4-((S)-2-aminopropanamido)benzyl)oxy)carbonyl)(2-(dimethylamino)-ethyl)amino)methoxy)-4-methylpent-3-en-1-yl)(phenoxy)phosphoryl)-L-alaninate N[C@H](C(=O)NC1=CC=C(COC(=O)N(CCN(C)C)COC/C(=C/CCP(=O)(OC2=CC=CC=C2)N[C@@H](C)C(=O)OCC2=CC=CC=C2)/C)C=C1)C